5-methyl-1,3-benzothiazole-2-amine CC=1C=CC2=C(N=C(S2)N)C1